Cl.FC1=C(C=CC=C1)C1=CC(=CN1S(=O)(=O)C1=CC(=CC=C1)SC)CNC 1-(5-(2-fluorophenyl)-1-((3-(methylthio)phenyl)sulfonyl)-1H-pyrrol-3-yl)-N-methyl-methylamine hydrochloride